5-(3,3-dimethylmorpholinyl)pyrazolo[1,5-a]pyrimidine CC1(N(CCOC1)C1=NC=2N(C=C1)N=CC2)C